O=C1NC(CCC1N1C(C2=CC=C(C=C2C1=O)N1C[C@H](CC1)C(=O)O)=O)=O (3S)-1-(2-(2,6-dioxopiperidin-3-yl)-1,3-dioxoisoindolin-5-yl)pyrrolidine-3-carboxylic acid